5-(2-(((1-methylpiperidin-4-yl)methyl)amino)-7H-pyrrolo[2,3-d]pyrimidin-5-yl)pyrazolo[1,5-a]pyridine-3-carboxamide CN1CCC(CC1)CNC=1N=CC2=C(N1)NC=C2C2=CC=1N(C=C2)N=CC1C(=O)N